(3R)-3-{[2-(5-Chloropyridin-3-yl)[1,2,4]triazolo[1,5-c]quinazolin-5-yl]amino}azepan-2-one ClC=1C=C(C=NC1)C1=NN2C(=NC=3C=CC=CC3C2=N1)N[C@H]1C(NCCCC1)=O